FC1=CC=C(C=C1)N1C=NC2=C1C=CC(=C2)O 1-(4-fluorophenyl)-1H-benzo[d]imidazol-5-ol